C(CCCCCCCCCCCCCCC)(=O)[O-].OCC[NH+]1C=NCC1 hydroxyethyl-imidazolinium palmitate